triethyl(tetradecyl)phosphonium C(C)[P+](CCCCCCCCCCCCCC)(CC)CC